N-(1-methylpiperidin-4-yl)-4-(quinazolin-2-ylamino)-1H-pyrrole-2-carboxamide CN1CCC(CC1)NC(=O)C=1NC=C(C1)NC1=NC2=CC=CC=C2C=N1